3-(4-chlorobenzyl)-3-methyl-6-(pyrimidin-4-ylamino)-2,3-dihydroimidazo-[1,5-a]pyridine-1,5-dione ClC1=CC=C(CC2(NC(C=3N2C(C(=CC3)NC3=NC=NC=C3)=O)=O)C)C=C1